2-amino-1-(2-ethoxy-2-oxoethyl)-4-(methoxycarbonyl)pyridine NC1N(C=CC(=C1)C(=O)OC)CC(=O)OCC